1-(1-(5-methoxy-4-nitro-2-propylphenyl)piperidin-4-yl)-4-methylpiperazine COC=1C(=CC(=C(C1)N1CCC(CC1)N1CCN(CC1)C)CCC)[N+](=O)[O-]